[N].N.N.N triammonia nitrogen